C(#N)[C@H]1N(CCC1)C(CNC(=O)C1=CC=NC2=CC=C(C=C12)C1=CC=C(C(=O)O)C=C1)=O (S)-4-(4-(2-(2-cyanopyrrolidin-1-yl)-2-oxoethylcarbamoyl)quinolin-6-yl)benzoic acid